BrC1=CC(=C(C(=O)O)C=C1)C(NC1=NC(=CC=C1)C)=O 4-bromo-2-[(6-methylpyridin-2-yl)carbamoyl]Benzoic acid